tetraethylammonium tetrakis(pentafluorophenyl)borate FC1=C(C(=C(C(=C1[B-](C1=C(C(=C(C(=C1F)F)F)F)F)(C1=C(C(=C(C(=C1F)F)F)F)F)C1=C(C(=C(C(=C1F)F)F)F)F)F)F)F)F.C(C)[N+](CC)(CC)CC